(4-((7-oxo-8-(spiro[2.4]heptan-4-yl)-7,8-dihydropyrido[2,3-d]pyrimidin-2-yl)amino)piperidin-1-yl)sulfonyl-acetonitrile O=C1C=CC2=C(N=C(N=C2)NC2CCN(CC2)S(=O)(=O)CC#N)N1C1C2(CC2)CCC1